C1(CC2C(CC1)O2)COC(=O)C2CC1C(CC2)O1 3,4-epoxycyclohexanecarboxylic acid (3,4-epoxycyclohexylmethyl) ester